(5-fluoro-1H-pyrrolo[2,3-b]pyridin-3-yl)carbamic acid tert-butyl ester C(C)(C)(C)OC(NC1=CNC2=NC=C(C=C21)F)=O